2-{4-[5-chloro-2-(5,6-dihydro-1,4,2-dioxazin-3-yl)phenyl]-5-methoxy-2-oxopyridin-1(2H)-yl}-4-methoxybutyric acid tert-butyl ester C(C)(C)(C)OC(C(CCOC)N1C(C=C(C(=C1)OC)C1=C(C=CC(=C1)Cl)C1=NOCCO1)=O)=O